2-[6-[[3-fluoro-5-(trifluoromethyl)-2-pyridyl]methyl]-2-azaspiro[3.3]heptane-2-carbonyl]-2,5-diazaspiro[3.4]octan-6-one FC=1C(=NC=C(C1)C(F)(F)F)CC1CC2(CN(C2)C(=O)N2CC3(C2)NC(CC3)=O)C1